C(N)(=N)N1CCC(=CC1)C1=CC=C(C(=O)NC2=C(C=C(C=C2)N2CCN(CC2)C(N)=N)C)C=C1 4-(1-carbamimidoyl-1,2,3,6-tetrahydropyridin-4-yl)-N-(4-(4-carbamimidoylpiperazin-1-yl)-2-methylphenyl)benzamide